COC=1C=C(CC2=CC(=CC(=N2)C(=O)NC)C(=O)N)C=CC1 6-(3-methoxybenzyl)-N2-methylpyridine-2,4-dicarboxamide